FC=1C(=NC=CC1NC(OC(C)(C)C)=O)C=O Tert-butyl (3-fluoro-2-formylpyridin-4-yl)carbamate